6'-ethoxy-N-(3-fluoro-4-((3-fluoro-6,7-dimethoxyquinolin-4-yl)oxy)phenyl)-4'-methyl-2-oxo-6-(trifluoromethyl)-2H-[1,3'-bipyridine]-3-carboxamide C(C)OC1=CC(=C(C=N1)N1C(C(=CC=C1C(F)(F)F)C(=O)NC1=CC(=C(C=C1)OC1=C(C=NC2=CC(=C(C=C12)OC)OC)F)F)=O)C